(4-amino-8-(3-hydroxy-2,6-dimethylphenyl)pyrido[3,4-d]pyrimidin-6-yl)(pyrrolidin-1-yl)methanone NC=1C2=C(N=CN1)C(=NC(=C2)C(=O)N2CCCC2)C2=C(C(=CC=C2C)O)C